CC=1C=C2C(C=C(OC2=C(C1)C(C)NC1=C(C(=O)OC(C)(C)C)C=CC=C1)C1=CC=C(C=C1)N1CC(N(CC1)C)=O)=O tert-butyl 2-[1-[6-methyl-2-[4-(4-methyl-3-oxo-piperazin-1-yl)phenyl]-4-oxo-chromen-8-yl]ethylamino]benzoate